5-(5-((4-(4-Amino-3-(4-phenoxyphenyl)-1H-pyrazolo[3,4-d]pyrimidin-1-yl)cyclohexyl)methyl)-2,5-diazabicyclo[2.2.2]octane-2-yl)-2-(2,6-dioxopiperidin-3-yl)-6-fluoroisoindoline NC1=C2C(=NC=N1)N(N=C2C2=CC=C(C=C2)OC2=CC=CC=C2)C2CCC(CC2)CN2C1CN(C(C2)CC1)C=1C=C2CN(CC2=CC1F)C1C(NC(CC1)=O)=O